N1-(cyclopropylmethyl)-N7-(2-methoxy-4-(1-methyl-1H-pyrazol-4-yl)phenyl)-2,6-naphthyridine-1,7-diamine C1(CC1)CNC1=NC=CC2=CN=C(C=C12)NC1=C(C=C(C=C1)C=1C=NN(C1)C)OC